methyl 2-bromo-5-((4-(cyclohexyloxy)-5-methyl pyrimidin-2-yl)amino)benzoate BrC1=C(C(=O)OC)C=C(C=C1)NC1=NC=C(C(=N1)OC1CCCCC1)C